BrC=1C=C(CNC2=C3N=CN(C3=NC(=N2)Cl)[C@@H]2SC[C@H]([C@H]2O)O)C=CC1 (2R,3R,4S)-2-(6-(3-bromobenzylamino)-2-chloro-9H-purin-9-yl)tetrahydrothiophene-3,4-diol